ClC1=C(C=CC=C1)C(C(=O)OCC)CC1=CC=CC=C1 ethyl 2-(2-chlorophenyl)-3-phenylpropionate